(R)-2-(((S)-3-(3-chloro-5-fluorophenyl)-3-(4-isopropylpiperazin-1-yl)propyl)(methyl)amino)-2-(3-methyl-2-((1S,4R)-4-(((S)-1,1,1-trifluoropropan-2-yl)oxy)cyclohexyl)phenyl)acetic acid ClC=1C=C(C=C(C1)F)[C@H](CCN([C@@H](C(=O)O)C1=C(C(=CC=C1)C)C1CCC(CC1)O[C@H](C(F)(F)F)C)C)N1CCN(CC1)C(C)C